C(C)C(C(CC)CC)P(O)(=O)C(CCCCCC)C (1,2-diethylbutyl)(1-methylheptyl)phosphinic acid